2-(1-ethyl-3-(4-(6-(5-(hydroxymethyl)-1H-pyrazol-3-yl)pyrazolo[1,5-a]pyrazin-4-yl)-1H-pyrazol-1-yl)azetidin-3-yl)acetonitrile C(C)N1CC(C1)(N1N=CC(=C1)C=1C=2N(C=C(N1)C1=NNC(=C1)CO)N=CC2)CC#N